COC(=O)C1=NC(=NC(=C1)N[C@@H]1CN(CCC1)C(=O)OC(C)(C)C)Cl (S)-6-((1-(t-Butoxycarbonyl)piperidin-3-yl)amino)-2-chloropyrimidine-4-carboxylic acid methyl ester